4-(3-bromoanilino)-5'-chloro-2'-methyl-spiro[cyclohexane-1,1'-indene]-4-carboxylic acid BrC=1C=C(NC2(CCC3(C(=CC4=CC(=CC=C34)Cl)C)CC2)C(=O)O)C=CC1